dodecyl-potassium phosphate salt P(=O)(O)(O)O.C(CCCCCCCCCCC)[K]